FC1=C(C(=CC=C1)F)CC(=O)NC=1C=C(C=C(C1)C(F)(F)F)NC(=O)[N-]C1=C[N+](=NO1)C1CCC(CC1)CN(C)C ((3-(2-(2,6-Difluorophenyl)acetamido)-5-(trifluoromethyl)phenyl)carbamoyl)(3-((1R,4R)-4-((dimethylamino)methyl)cyclohexyl)-1,2,3-oxadiazol-3-ium-5-yl)amide